N-iodosulfilimine IN=[SH2]